FC1(CC(C1)N1N=NC2=C1C=C(C=C2)C=2C(=CN1N=C(N=C(C12)OC)NC1CCN(CC1)C1COC1)F)F 5-(1-(3,3-difluorocyclobutyl)-1H-benzo[d][1,2,3]triazol-6-yl)-6-fluoro-4-methoxy-N-(1-(oxetan-3-yl)piperidin-4-yl)pyrrolo[2,1-f][1,2,4]triazin-2-amine